2-amino-5-{8-[(2-cyano-2-methylideneethyl)amino]-7-methoxynaphthalen-2-yl}-N-(1-methylpiperidin-4-yl)pyridine-3-carboxamide NC1=NC=C(C=C1C(=O)NC1CCN(CC1)C)C1=CC2=C(C(=CC=C2C=C1)OC)NCC(=C)C#N